C(C)(=O)N1[C@H]([C@@H]([C@H](C2=CC=CC=C12)NC=1C=C(CNC(OC(C)(C)C)=O)C=CC1)C)C1CC1 |r| rac-tert-Butyl 3-(((2S,3R,4R)-1-acetyl-2-cyclopropyl-3-methyl-1,2,3,4-tetrahydroquinolin-4-yl)amino)benzylcarbamate